(R)-5-(2-(2,5-difluorophenyl)pyrrolidin-1-yl)-N-(8-oxooctyl)pyrazolo[1,5-a]pyrimidine-3-carboxamide FC1=C(C=C(C=C1)F)[C@@H]1N(CCC1)C1=NC=2N(C=C1)N=CC2C(=O)NCCCCCCCC=O